(S)-tert-butyl (1-(4-(4-amino-1-methyl-1H-pyrazol-5-yl)pyridin-2-yl)but-3-en-1-yl)carbamate NC=1C=NN(C1C1=CC(=NC=C1)[C@H](CC=C)NC(OC(C)(C)C)=O)C